(R)-N-methyl-N-(1-methyl-2-phenylethyl)prop-2-ynylamine CN([C@@H](CC1=CC=CC=C1)C)CC#C